2-(tert-butyl) 7-methyl 3,4-dihydroisoquinoline-2,7(1H)-dicarboxylate C1N(CCC2=CC=C(C=C12)C(=O)OC)C(=O)OC(C)(C)C